N1C=C(C=2C1=NC=CC2)S(=O)(=O)N Pyrrolo[2,3-b]pyridine-3-sulfonamide